4-(3-Cyano-2-hydroxy-5-p-tolyloxy-phenyl)-4-oxo-butyric acid C(#N)C=1C(=C(C=C(C1)OC1=CC=C(C=C1)C)C(CCC(=O)O)=O)O